CC1C(C(CCC1)C)N 2,6-dimethyl-cyclohexylamine